ClC1=C(C=CC=C1)NC(NC=1C=NN(C1)C=1C=C(SC1)C(=O)N[C@H]1CNCC1)=O (R)-4-(4-(3-(2-chlorophenyl)ureido)-1H-pyrazol-1-yl)-N-(pyrrolidin-3-yl)thiophene-2-carboxamide